2-[(S)-8-((R)-3-Methyl-morpholin-4-yl)-6-oxo-2-trifluoromethyl-3,4-dihydro-2H,6H-pyrimido[1,2-a]-pyrimidin-1-yl]-N-phenyl-acetamide C[C@H]1N(CCOC1)C=1N=C2N(CC[C@H](N2CC(=O)NC2=CC=CC=C2)C(F)(F)F)C(C1)=O